CC1=CC=C(C=C1)S(=O)(=O)C=1C=C2CCCC(C2=CC1)=O 6-(4-Methylbenzenesulfonyl)-1,2,3,4-tetrahydronaphthalen-1-one